FC1=C2C3=C(NC2=C(C=C1F)NC)N=CC(=C3N3C[C@H](NCC3)C(F)(F)F)C=3C=C1C(C(=CN(C1=NC3)C)C(=O)O)=O (S)-6-(5,6-difluoro-8-(methylamino)-4-(3-(trifluoromethyl)piperazin-1-yl)-9H-pyrido[2,3-b]indol-3-yl)-1-methyl-4-oxo-1,4-dihydro-1,8-naphthyridine-3-carboxylic acid